CC1=C(C=C2C(=CNC2=C1)C=1C=C2C(=NC1)NCC21CC1)C=1C=NN(C1)C 5'-(6-Methyl-5-(1-methyl-1H-pyrazol-4-yl)-1H-indol-3-yl)-1',2'-dihydrospiro[cyclopropane-1,3'-pyrrolo[2,3-b]pyridine]